FC1=C(C=CC(=C1)F)C1=NC(=NC2=NC(=C(N=C12)C)C)[C@H]1C[C@H](OCC1)C1=CC(=NC=C1)C 4-(2,4-difluorophenyl)-6,7-dimethyl-2-((2S,4R)-2-(2-methylpyridin-4-yl)tetrahydro-2H-pyran-4-yl)pteridine